(2R,4R)-2-methyl-tetrahydro-2H-pyran-4-amine HCl Cl.C[C@H]1OCC[C@H](C1)N